(E)-N-((1-(4-methoxybenzyl)-6-oxo-5-(trifluoromethyl)-1,6-dihydropyridin-3-yl)methylene)-2-methylpropane-2-sulfinamide COC1=CC=C(CN2C=C(C=C(C2=O)C(F)(F)F)\C=N\S(=O)C(C)(C)C)C=C1